(glycidyloxyphenyl)ethane C(C1CO1)OC1=C(C=CC=C1)CC